S1C=C(C=C1)N1C=NC=C1 3-(3-thienyl)imidazol